CNCCC1=CC=C(OCCOC2=CC=C(N)C=C2)C=C1 4-(2-(4-(2-(methylamino)ethyl)phenoxy)ethoxy)aniline